3-((trifluoromethyl)sulfonyl)aniline FC(S(=O)(=O)C=1C=C(N)C=CC1)(F)F